C(C(C)C)(=O)OC1=C(C=NC2=CC=C(C=C2)CN(CC)CC)C=C(C=C1OC(C(C)C)=O)Cl N-(2,3-bis(isobutyryl-oxy)-5-chlorobenzylidene)-4-((diethyl-amino)methyl)benzen-amine